N'-(2-fluorophenyl)-5-methyl-3-(trifluoromethyl)-1H-pyrazole-4-sulfonyl-hydrazine isopropyl-chloroformate C(C)(C)OC(=O)Cl.FC1=C(C=CC=C1)NNS(=O)(=O)C=1C(=NNC1C)C(F)(F)F